CN(C=1C=C2CN(CC2=CC1)S(=O)(=O)C1=C(C=C(C=C1)C=1C=NNC1)OC)C 5-dimethylamino-2-((2-methoxy-4-(1H-pyrazol-4-yl)phenyl)sulfonyl)isoindoline